ClC1=NS(C2=C(N1)C=C(C=C2)I)(=O)=O 3-chloro-6-iodo-4H-benzo[e][1,2,4]thiadiazine 1,1-dioxide